5-fluoro-2-((4-fluoro-2-methylphenyl)amino)-N-(6-methoxy-2-methylpyridin-3-yl)-6-methylnicotinamide FC=1C(=NC(=C(C(=O)NC=2C(=NC(=CC2)OC)C)C1)NC1=C(C=C(C=C1)F)C)C